(2,3-dihydro-1,4-benzodioxin-6-yl)-N-methyl-benzamide O1CCOC2=C1C=CC(=C2)C2=C(C(=O)NC)C=CC=C2